N-fluorenylmethoxycarbonyl-4-[[[(4S)-hexahydro-2,6-dioxo-4-pyrimidinyl]carbonyl]amino]-L-phenylalanyl-4-ureido-D-phenylalanine C1(=CC=CC=2C3=CC=CC=C3CC12)COC(=O)N[C@@H](CC1=CC=C(C=C1)NC(=O)[C@H]1NC(NC(C1)=O)=O)C(=O)N[C@H](CC1=CC=C(C=C1)NC(=O)N)C(=O)O